6-(Imidazo[1,2-a]pyrazin-3-ylmethyl)-7-methyl-N-(3-(trifluoromethyl)phenyl)-4,5,6,7-tetrahydrothieno[2,3-c]pyridin-3-carboxamid N=1C=C(N2C1C=NC=C2)CN2C(C1=C(CC2)C(=CS1)C(=O)NC1=CC(=CC=C1)C(F)(F)F)C